FC=1C(=C(C=C(C1)F)C1C2=C(NC(=C1C(=O)OC)CF)COC2=O)C(F)(F)F methyl 4-(3,5-difluoro-2-(trifluoromethyl) phenyl)-2-(fluoromethyl)-5-oxo-1,4,5,7-tetrahydrofurano[3,4-b]pyridine-3-carboxylate